potassium thioacetate salt C(C)(=S)[O-].[K+]